BrC1=CC(=NO1)CN1C(C(N(C=C1)C1CCCC1)=O)=O 1-((5-bromoisoxazol-3-yl)methyl)-4-cyclopentyl-1,4-dihydropyrazine-2,3-dione